isophthalophenone oxime C(C1=CC(C(=O)C2=CC=CC=C2)=CC=C1)(C1=CC=CC=C1)=NO